(S)-5-(8-(1-(tert-butoxycarbonyl)pyrrolidin-2-yl)isochroman-6-yl)-3-(pyridin-3-yl)-1H-pyrrolo[2,3-b]pyridine-1-carboxylic acid tert-butyl ester C(C)(C)(C)OC(=O)N1C=C(C=2C1=NC=C(C2)C=2C=C1CCOCC1=C(C2)[C@H]2N(CCC2)C(=O)OC(C)(C)C)C=2C=NC=CC2